2,5-dihydroxyterephthalic acid anion OC1=C(C(=O)[O-])C=C(C(=C1)C(=O)[O-])O